FC=1C(=C(C=C2C=CC(=NC12)OCCC1=CC=C(C=C1)F)O)N1CC(NS1(=O)=O)=O 5-(8-fluoro-2-(4-fluorophenethoxy)-6-hydroxyquinolin-7-yl)-1,2,5-thiadiazolidin-3-one 1,1-dioxide